5-METHOXY-1H-PYRROLO[3,2-B]PYRIDIN-6-YLBORONIC ACID COC1=C(C=C2C(=N1)C=CN2)B(O)O